C(CCC)NCS(=O)(=O)NC(\C=C\C1=CC(=C(C=C1)OCC#C)OC)=O (E)-N-(butylaminomethylsulfonyl)-3-(3-methoxy-4-(prop-2-yn-1-yloxy)phenyl)acrylamide